(2R,3R)-diethyl-2,3-diamino-2,3-dimethylsuccinic acid dihydrochloride Cl.Cl.C(C)OC([C@]([C@@](C(=O)OCC)(C)N)(C)N)=O